(2S)-3-tert-butoxy-2-[[6-[3-(2-methoxyethoxy)phenoxy]pyridine-3-carbonyl]amino]propanoic acid C(C)(C)(C)OC[C@@H](C(=O)O)NC(=O)C=1C=NC(=CC1)OC1=CC(=CC=C1)OCCOC